3-(9-((4-(aminomethyl)-2-(octyloxy)phenyl)carbamoyl)-4,5-dihydrobenzo[b]thieno[2,3-d]oxepin-8-yl)-6-(propylcarbamoyl)picolinic acid NCC1=CC(=C(C=C1)NC(=O)C1=CC2=C(OCCC3=C2SC=C3)C=C1C=1C(=NC(=CC1)C(NCCC)=O)C(=O)O)OCCCCCCCC